C[Zr]OC methyl(methoxy)zirconium